rel-((1S,2R)-2-(4-bromo-6-chloro-1-(tetrahydro-2H-pyran-2-yl)-1H-indazol-5-yl)cyclopropyl)methanol BrC1=C2C=NN(C2=CC(=C1[C@H]1[C@H](C1)CO)Cl)[C@@H]1OCCCC1 |o1:16|